6-((2S,5R)-4-((4-chlorophenyl)(3,3-difluorocyclobutyl)methyl)-2,5-dimethylpiperazin-1-yl)-9-((1-hydroxycyclopentyl)methyl)-3-methyl-3,9-dihydro-2H-purin-2-one ClC1=CC=C(C=C1)C(N1C[C@@H](N(C[C@H]1C)C=1C=2N=CN(C2N(C(N1)=O)C)CC1(CCCC1)O)C)C1CC(C1)(F)F